ClC=1C=C(C=CC1)C#CC1=NN=C2N1CCN(C2)C(=O)C=2C=C(C=CC2)C [3-[2-(3-Chlorophenyl)ethynyl]-6,8-dihydro-5H-[1,2,4]triazolo[4,3-a]pyrazin-7-yl]-(m-tolyl)methanone